N1=CC(=C2OCCCN21)S(=O)(=O)Cl 6,7-dihydro-5H-pyrazolo[5,1-b][1,3]oxazine-3-sulfonyl chloride